ethyl 3-[4-[2-[5-[(6,7-difluoro-4-methylsulfinyl-1H-indol-5-yl)oxy]-2-fluoro-phenyl]oxazol-4-yl]-4-methyl-chroman-8-yl]propanoate FC1=C(C(=C2C=CNC2=C1F)S(=O)C)OC=1C=CC(=C(C1)C=1OC=C(N1)C1(CCOC2=C(C=CC=C12)CCC(=O)OCC)C)F